ClC=1C=C2C(=C(C(NC2=CC1)=O)C=1CC(N(N1)C(CCC(=O)O)=O)C1=CC=C(C=C1)OC)CCC1=CC=CC=C1 4-[5-[6-chloro-2-oxo-4-(2-phenylethyl)-1H-quinolin-3-yl]-3-(4-methoxyphenyl)-3,4-dihydropyrazol-2-yl]-4-oxo-butanoic acid